4-[2-[[1-[2-(dimethylamino)ethyl]pyrazol-4-yl]amino]-8-methyl-7-oxo-pyrido[2,3-d]pyrimidin-6-yl]-8-methyl-2,3-dihydroquinoxaline-1-carboxylic acid tert-butyl ester C(C)(C)(C)OC(=O)N1CCN(C2=CC=CC(=C12)C)C1=CC2=C(N=C(N=C2)NC=2C=NN(C2)CCN(C)C)N(C1=O)C